(1R,7R)-2-(7-chloro-8-fluoro-2-(((2R,7aS)-2-fluorotetrahydro-1H-pyrrolizin-7a(5H)-yl)methoxy-d2)pyrido[4,3-d]pyrimidin-4-yl)-8,8-difluoro-5-oxa-2-azabicyclo[5.1.0]octane ClC1=C(C=2N=C(N=C(C2C=N1)N1[C@H]2C([C@H]2COCC1)(F)F)OC([2H])([2H])[C@]12CCCN2C[C@@H](C1)F)F